(11aS)-8-bromo-4-methyl-2,3,4,6,11,11a-hexahydropyrazino[1,2-b]isoquinolin-1-one BrC=1C=CC=2C[C@@H]3N(CC2C1)C(CNC3=O)C